(R)-6-(2-(3-fluorophenyl)pyrrolidin-1-yl)-3-(6-fluoropyridin-2-yl)imidazo[1,2-b]pyridazine hydrochloride Cl.FC=1C=C(C=CC1)[C@@H]1N(CCC1)C=1C=CC=2N(N1)C(=CN2)C2=NC(=CC=C2)F